3-methylenesuccinate C=C(CC(=O)[O-])C(=O)[O-]